(2S)-2-[[(2S)-2-amino-3-[4-[bis(2-chloroethyl)amino]phenyl]propionyl]amino]-3-(4-fluorophenyl)propanoic acid N[C@H](C(=O)N[C@H](C(=O)O)CC1=CC=C(C=C1)F)CC1=CC=C(C=C1)N(CCCl)CCCl